N1(CCCC2=CC=CC=C12)CCC(=O)N1C(CCCC1)C 3-(3,4-dihydroquinolin-1(2H)-yl)-1-(2-methylpiperidin-1-yl)propan-1-one